COC(C(C(=O)OC)=CC1CCCC1)=O.CC(CNC(C1=CC=C(C=C1)OC1=C(C=C(C=C1)NC=1C2=C(N=CN1)C=NC(=C2)N2CCN(CC2)C(C=C)=O)C)=O)(C)C N-(2,2-dimethylpropyl)-4-[2-methyl-4-({6-[4-(prop-2-enoyl)piperazin-1-yl]pyrido[3,4-d]pyrimidin-4-yl}amino)phenoxy]benzamide dimethyl-(cyclopentylmethylene)malonate